(1S,2R,6S)-9-hydroxy-2,6-dimethyl-8,10-dioxo-N-(2,4,6-trifluorobenzyl)-3,4,5,6,8,10-hexahydro-2H-1,7-methanopyrido[1,2-b][1,2,5]triazecine-11-carboxamide OC=1C(C(=CN2N3[C@@H](CCC[C@@H](N(C(C21)=O)C3)C)C)C(=O)NCC3=C(C=C(C=C3F)F)F)=O